(R)-(5-(2-fluoropropan-2-yl)-1,3,4-oxadiazol-2-yl)(4-(6-methylpyrazolo[1,5-a]pyridin-2-yl)-6,7-dihydro-1H-imidazo[4,5-c]pyridin-5(4H)-yl)methanone FC(C)(C)C1=NN=C(O1)C(=O)N1[C@H](C2=C(CC1)NC=N2)C2=NN1C(C=CC(=C1)C)=C2